ClC=1C=C(NC2(CCC3([C@H](CC4=CC=C(C=C34)S(=O)(=O)O)C[C@H](COC3=CC=NC=4CCC[C@H](C34)C)C)CC2)C(=O)O)C=CC1 (1R,2's,4s)-4-(3-chloroanilino)-2'-[(2R)-2-methyl-3-{[(5R)-5-methyl-5,6,7,8-tetrahydroquinolin-4-yl]oxy}propyl]-6'-sulfo-2',3'-dihydrospiro[cyclohexane-1,1'-indene]-4-carboxylic acid